1,2-Bis(t-butylaminoethoxy)ethane C(C)(C)(C)NCCOCCOCCNC(C)(C)C